COCC[NH+](CC[C@@H](NC(=O)C=1SC2=NC=3CC[C@@H](CC3C=C2N1)C(C)(C)C)C=1C=NC(=CC1)NS(N(C)C)(=O)=O)C 2-methoxyethyl-methyl-[(3R)-3-[6-(dimethylsulfamoylamino)-3-pyridyl]-3-[[(7S)-7-tert-butyl-5,6,7,8-tetrahydrothiazolo[5,4-b]quinoline-2-carbonyl]amino]propyl]ammonium